BrC=1C(=NC(=NC1)NC1=C(C=C(C=C1)N1CCC(CC1)N1CCN(CC1)C)OC)NC=1C=CC=C2C3(CN(C12)S(=O)(=O)C)CC3 5-bromo-N2-(2-methoxy-4-(4-(4-methylpiperazin-1-yl)piperidin-1-yl)phenyl)-N4-(1'-(methylsulfonyl)spiro[cyclopropane-1,3'-indolin]-7'-yl)pyrimidine-2,4-diamine